CN[C@@H](CC1=CC=CC=C1)C(=O)O (S)-N-methyl-phenylalanine